N-(4-(3-((4-amino-5-(trifluoromethyl)pyrimidin-2-yl)amino)pyrrolidin-1-yl)quinazolin-7-yl)acrylamide NC1=NC(=NC=C1C(F)(F)F)NC1CN(CC1)C1=NC=NC2=CC(=CC=C12)NC(C=C)=O